[Sb].[Sn].[Pb] lead-tin antimony